tert-butyl 4-((4-(4-(2-(6-methyl-7-oxo-1-tosyl-6,7-dihydro-1H-pyrrolo[2,3-c]pyridin-4-yl)-4-nitrophenoxy)phenethyl)piperazin-1-yl)methyl)piperidine-1-carboxylate CN1C(C2=C(C(=C1)C1=C(OC3=CC=C(CCN4CCN(CC4)CC4CCN(CC4)C(=O)OC(C)(C)C)C=C3)C=CC(=C1)[N+](=O)[O-])C=CN2S(=O)(=O)C2=CC=C(C)C=C2)=O